C(C1=CC=CC=C1)OC1=C(C=C(C(=O)N2CCC(C2)F)C=C1F)F 1-(4-BENZYLOXY-3,5-DIFLUORO-BENZOYL)-4-FLUORO-PYRROLIDINE